3-(4-chlorophenyl)-4-fluoro-6-[1-hydroxy-1-(4-piperidinyl)ethyl]-3-methoxy-isoindolin-1-one ClC1=CC=C(C=C1)C1(NC(C2=CC(=CC(=C12)F)C(C)(C1CCNCC1)O)=O)OC